ClC1=NC=C(C(=N1)Cl)C(F)F 2,4-dichloro-5-(difluoromethyl)pyrimidine